OCC(CO)CO 1,3-dihydroxy-2-(hydroxymethyl)propan